(E)-3-(4-((2-(1-(4-Fluoro-2-methylphenyl)cyclopropyl)-6-hydroxybenzo[b]thiophen-3-yl)oxy)phenyl)acrylic acid FC1=CC(=C(C=C1)C1(CC1)C1=C(C2=C(S1)C=C(C=C2)O)OC2=CC=C(C=C2)/C=C/C(=O)O)C